1-[2-Methoxy-5-[4-[[1-(4-piperidylmethyl)-4-piperidyl]methyl]piperidine-1-carbonyl]phenyl]hexahydropyrimidine-2,4-dione COC1=C(C=C(C=C1)C(=O)N1CCC(CC1)CC1CCN(CC1)CC1CCNCC1)N1C(NC(CC1)=O)=O